4,4'-dimethoxy-5,5'-diaminobiphenyl COC1=CC=C(C=C1N)C1=CC=C(C(=C1)N)OC